sodium ethanide [CH2-]C.[Na+]